COC1=NC(=NC=C1)C(=O)O 4-methoxypyrimidine-2-carboxylic acid